CCCCCC(OC(=O)C(=C)C)OC(=O)C(=C)C Hexanediol Dimethacrylate